2-(difluoromethyl)-5-(3-fluoro-4-((4-(1,2,3,4-tetrahydroisoquinolin-6-yl)-1H-1,2,3-triazol-1-yl)methyl)phenyl)-1,3,4-oxadiazole FC(C=1OC(=NN1)C1=CC(=C(C=C1)CN1N=NC(=C1)C=1C=C2CCNCC2=CC1)F)F